(5S,8S)-N-((R)-1-(2-chloro-4-fluorophenyl)ethyl)-5-fluoro-8-hydroxy-8-(hydroxy-methyl)-5,6,7,8-tetrahydroquinoline-5-carboxamide ClC1=C(C=CC(=C1)F)[C@@H](C)NC(=O)[C@]1(C=2C=CC=NC2[C@@](CC1)(CO)O)F